GUAIACOL BUTYRATE C(CCC)(=O)OC=1C(=CC=CC1)OC